BrC1(C(C1)(CCl)CCl)Br 1,1-Dibromo-2,2-bis(chloromethyl)cyclopropan